(S)-3-(3-fluoro-4-methoxyphenyl)-3-(5-(3-(5,6,7,8-tetrahydro-1,8-naphthyridin-2-yl)propyl)thiazol-2-yl)propionic acid FC=1C=C(C=CC1OC)[C@H](CC(=O)O)C=1SC(=CN1)CCCC1=NC=2NCCCC2C=C1